(+/-)-(1S,3S)-3-(4-(4-(((cyclopentyl(methyl)carbamoyl)oxy)methyl)-5-methylisoxazol-3-yl)phenoxy)cyclohexane-1-carboxylic acid C1(CCCC1)N(C(=O)OCC=1C(=NOC1C)C1=CC=C(O[C@@H]2C[C@H](CCC2)C(=O)O)C=C1)C |r|